N1C=C(C2=CC=CC=C12)CCNC1=CC(=NC=N1)OC=1C=C(C=CC1)NC(CCl)=O N-(3-((6-((2-(1H-indol-3-yl)ethyl)amino)pyrimidin-4-yl)oxy)phenyl)-2-chloroacetamide